[NH4+].O water ammonium salt